ClC=1C=C(C=CC1)CCN1C[C@H](NCC1)COC1=CC=C(C=C1)C1(COC1)S(=O)(=O)C (3S)-1-[2-(3-chlorophenyl)ethyl]-3-{[4-(3-methanesulfonyloxetan-3-yl)phenoxy]methyl}piperazine